14-hydroxy-2,6,10,14-tetramethylhexadec-15-ynoic acid OC(CCCC(CCCC(CCCC(C(=O)O)C)C)C)(C#C)C